N1N=CC(=C1)C1=CNC2=C(C=CC=C12)NC(C(CN1CCN(CC1)C)C=1C=NC=CC1)=O N-(3-(1H-pyrazol-4-yl)-1H-indol-7-yl)-3-(4-methylpiperazin-1-yl)-2-(pyridin-3-yl)propanamide